C[C@@H]1CCCOCCN2N=CC(C3=NNC=4C=CC(O1)=CC34)=N2 (12R)-12-methyl-8,13-dioxa-4,5,18,19,22-pentaazatetracyclo[12.5.2.12,5.017,20]docosa-1(19),2(22),3,14(21),15,17(20)-hexaene